O1C(CCCC1)O[C@@H]1CO[C@@H]2[C@@H](CO[C@H]12)O (1R,4R,5R,8R)-8-(tetrahydro-2H-pyran-2-yloxy)-2,6-dioxabicyclo[3.3.0]octan-4-ol